9,9-dimethyl-4,5-bis(dimethylphosphino)xanthene CC1(C2=CC=CC(=C2OC=2C(=CC=CC12)P(C)C)P(C)C)C